C(C)OC(C1=C(C(=C(C=C1)S(=O)(=O)C)/N=C/N(C)C)C)=O 3-[(E)-dimethylaminomethyleneamino]-2-methyl-4-methylsulfonyl-benzoic acid ethyl ester